7-fluoro-2-methyl-4H-benzo[d][1,3]oxazine FC=1C=CC2=C(N=C(OC2)C)C1